(6-methylpyridin-3-yl)boronic acid hydrate O.CC1=CC=C(C=N1)B(O)O